2,5-dichloro-p-phenylenediamine C1=C(C(=CC(=C1Cl)N)Cl)N